tert-butyl (2-(4,4,5,5-tetramethyl-1,3,2-dioxaborolan-2-yl)allyl)carbamate CC1(OB(OC1(C)C)C(CNC(OC(C)(C)C)=O)=C)C